C(#N)N1C[C@@H](CC1)N(C(=O)NC1=CC=C(C=C1)C=1C=NN(C1)C)C (R)-1-(1-cyanopyrrolidin-3-yl)-1-methyl-3-(4-(1-methyl-1H-pyrazol-4-yl)phenyl)urea